C(N)(OC=1SC=2CN(CCC2N1)C1=NC(=NO1)C1CCC(CC1)(F)F)=O {5-[3-(4,4-difluorocyclohexyl)-1,2,4-oxadiazol-5-yl]-4,5,6,7-tetrahydro [1,3]thiazolo[5,4-c]pyridin-2-yl} carbamate